ClC1=C(C(=C(C=C1OC)OC)Cl)C1=CC2=C(N=C(N=C2)NC2=C(C=CC=C2C)NC(C=C)=O)C(=N1)NCCCN(C)C N-(2-((6-(2,6-dichloro-3,5-dimethoxy-phenyl)-8-((3-(dimethylamino)propyl)amino)pyrido[3,4-d]pyrimidin-2-yl)amino)-3-methylphenyl)acrylamide